4,4'-{[p-fluoro-(1,1-biphenyl)-4,4'-diyl]bis(oxy)}bis(2-(triethoxysiloxy)-(4-aminobenzoylamino)benzene) FC1(CC=C(C=C1)C1=CC=C(C=C1)OC1=CC(=C(C=C1)NC(C1=CC=C(C=C1)N)=O)O[Si](OCC)(OCC)OCC)OC1=CC(=C(C=C1)NC(C1=CC=C(C=C1)N)=O)O[Si](OCC)(OCC)OCC